NC1=CC(=C(CC2(CCN(CC2)C)C(=O)OC)C=C1)C methyl 4-(4-amino-2-methylbenzyl)-1-methylpiperidine-4-carboxylate